FC(C(=O)NCC1(CCNCC1)NC(C(F)(F)F)=O)(F)F 2,2,2-trifluoro-N-[[4-(trifluoroacetamido)piperidin-4-yl]methyl]acetamide